FC(CNC(C1=NC(=C(C=C1)N1CCN(CC1)C1C=C(CC1)C=1NC(C2=C(N1)CCC2)=O)F)=O)F N-(2,2-difluoroethyl)-6-fluoro-5-(4-(3-(4-oxo-4,5,6,7-tetrahydro-3H-cyclopenta[d]pyrimidin-2-yl)cyclopent-2-en-1-yl)piperazin-1-yl)picolinamide